C(C)(C)(C)OC(=O)N(NCCOC=1C(=CC2=C(N=C(S2)C)C1)Br)C 2-(2-((6-Bromo-2-methylbenzo[d]thiazol-5-yl)oxy)ethyl)-1-methylhydrazine-1-carboxylic acid tert-butyl ester